NC([C@H](CC(=O)N(C)C)N(C(OCC1C2=CC=CC=C2C=2C=CC=CC12)=O)C)=O (9H-Fluoren-9-yl)methyl (S)-(1-amino-4-(dimethylamino)-1,4-dioxobutan-2-yl)(methyl)carbamate